N1-(4-ethyl-3-methylphenyl)cyclohexane-1,4-diamine C(C)C1=C(C=C(C=C1)NC1CCC(CC1)N)C